4-chloro-6-[3-(9,9-dimethyl-9H-fluoren-2-yl)phenyl]-2-phenylpyrimidine ClC1=NC(=NC(=C1)C1=CC(=CC=C1)C1=CC=2C(C3=CC=CC=C3C2C=C1)(C)C)C1=CC=CC=C1